ClC1=NC=C(C(=O)O)C=C1 6-Chloronicotinic acid